2',5-dichloro-N-(5-chloro-6-(1H-pyrazol-1-yl)pyridin-3-yl)-2,4'-difluoro-[1,1'-biphenyl]-4-carboxamide ClC1=C(C=CC(=C1)F)C1=C(C=C(C(=C1)Cl)C(=O)NC=1C=NC(=C(C1)Cl)N1N=CC=C1)F